NCCCOC(C=C)=O Acrylic Acid-3-Aminopropyl Ester